1-(3-(3-Methoxyphenyl)-1,2,4-oxadiazol-5-yl)-N-(pyridin-3-ylmethyl)piperidine-4-carboxamide COC=1C=C(C=CC1)C1=NOC(=N1)N1CCC(CC1)C(=O)NCC=1C=NC=CC1